C(C)(C)(C)OC(=O)NC1=CC(=C2C=CN(C2=C1)C(=O)OC(C)(C)C)CNC1=CN=C2C(=N1)N=C(C=C2)N2CCC(CC2)O tert-butyl 6-[(tert-butoxycarbonyl)amino]-4-({[6-(4-hydroxypiperidin-1-yl)pyrido[2,3-b]pyrazin-3-yl]amino}methyl)indole-1-carboxylate